4-amino-1-(3,3-dimethylcyclobutyl)-1H-pyrazolo[3,4-d]pyrimidine-3-carboxylic acid NC1=C2C(=NC=N1)N(N=C2C(=O)O)C2CC(C2)(C)C